O=C1NC(CCC1N1C(C2=CC=C(C=C2C1)C(=O)N[C@@H](C(F)(F)F)C1=CC(=CC=C1)C(F)(F)F)=O)=O 2-(2,6-dioxopiperidin-3-yl)-1-oxo-N-((R)-2,2,2-trifluoro-1-(3-(trifluoromethyl)phenyl)ethyl)isoindoline-5-carboxamide